C1(CCCC1)OC1=CC(=C(N)C=C1)C 4-(cyclopentyloxy)-2-methylaniline